ClC1=CC=C(C=N1)COC(=S)SC [(6-chloropyridin-3-yl)methoxy](methylsulfanyl)methanethione